tert-butyl N-[(3S)-1-({3-[4-(1,3-benzothiazol-5-yl)pyridine-2-amido]-5-(4-methyl-1H-imidazol-1-yl)phenyl}methyl)piperidin-3-yl]carbamate S1C=NC2=C1C=CC(=C2)C2=CC(=NC=C2)C(=O)NC=2C=C(C=C(C2)N2C=NC(=C2)C)CN2C[C@H](CCC2)NC(OC(C)(C)C)=O